(N-[4-amino-5-[4-[2-(cyclohexylamino)-2-oxo-ethoxy]benzoyl]thiazol-2-yl]-4-fluoro-anilino)propanamide NC=1N=C(SC1C(C1=CC=C(C=C1)OCC(=O)NC1CCCCC1)=O)N(C1=CC=C(C=C1)F)C(C(=O)N)C